The molecule is a monocarboxylic acid anion that is the conjugate base of butyrylglycine, obtained by deprotonation of the carboxy group; major species at pH 7.3. It is a conjugate base of a butyrylglycine. CCCC(=O)NCC(=O)[O-]